C(C=C)(=O)N1CCN(CC1)C=1C(=NC=CN1)NC1=CC=C(C#N)C=C1 4-((3-(4-acryloylpiperazin-1-yl)pyrazin-2-yl)amino)benzonitrile